C(C)(C)(C)OC(C(=C)N1N=C(C2=C(C1=O)SC(=C2)Br)C(C)C)=O (2-bromo-4-isopropyl-7-oxo-thieno[2,3-d]pyridazin-6-yl)prop-2-enoic acid tert-butyl ester